N-(2-fluoro-4-((7-fluoro-1-methyl-1H-benzo[d]imidazol-5-yl)oxy)-3-methylphenyl)-6-(methylsulfinyl)pyrimido[5,4-d]pyrimidin-4-amine FC1=C(C=CC(=C1C)OC1=CC2=C(N(C=N2)C)C(=C1)F)NC=1C2=C(N=CN1)C=NC(=N2)S(=O)C